N-(2-chlorobenzyl)benzenesulfonamide ClC1=C(CNS(=O)(=O)C2=CC=CC=C2)C=CC=C1